[Pt].CCC(CC(CC)=O)=O.CCC(CC(CC)=O)=O bis(3,5-heptanedione) platinum